CC(CNCCCS(=O)(=O)O)(O)C 3-[dimethyl-(2-hydroxyethyl)amino]-1-propanesulfonic acid